propylene carbonate Carbonate C(O)(O)=O.C1(OCC(C)O1)=O